N1(CCC1)CC1(CC1)NC(=O)C1CCC2=CC=C(C=C12)Cl N-(1-(azetidin-1-ylmethyl)cyclopropyl)-6-chloro-2,3-dihydro-1H-indene-1-carboxamide